ClC1=C(C=CC=C1)[C@@H](C)OC(=O)NC=1C(=NOC1C1=CC=C(C(=N1)C)NC(=O)[C@@H]1[C@@H](CCCC1)C(=O)OC)C Cis-methyl 2-((6-(4-((((R)-1-(2-chlorophenyl)ethoxy)carbonyl)amino)-3-methylisoxazol-5-yl)-2-methylpyridin-3-yl)carbamoyl)cyclohexane-1-carboxylate